ClC1=CC(=C(C[C@@H]2CN(CCO2)C(=O)OC(C)(C)C)C(=C1)C)C1=NC=NN2C1=CC(=C2)CN2C(NC=CC2=O)=O tert-butyl (R)-2-(4-chloro-2-(6-((2,6-dioxo-3,6-dihydropyrimidin-1(2H)-yl)methyl)pyrrolo[2,1-f][1,2,4]triazin-4-yl)-6-methylbenzyl)morpholine-4-carboxylate